(S)-2-(2,6-dichloro-4-(6-(difluoromethyl)-3,5-dioxo-4,5-dihydro-1,2,4-triazin-2(3H)-yl)phenoxy)-5-hydroxy-N-(tetrahydrofuran-3-yl)pyridine-4-sulfonamide ClC1=C(OC2=NC=C(C(=C2)S(=O)(=O)N[C@@H]2COCC2)O)C(=CC(=C1)N1N=C(C(NC1=O)=O)C(F)F)Cl